CC1=CC(=NN1)NC=1C2=C(N=C(N1)NC1CC3CCC(C1)N3CCC#N)C=CN2 3-((3-exo)-3-((4-((5-methyl-1H-pyrazol-3-yl)amino)-5H-pyrrolo[3,2-d]pyrimidin-2-yl)amino)-8-azabicyclo[3.2.1]octan-8-yl)propionitrile